N-((3R,4S)-1-(cyclopropylsulfonyl)-3-methylpiperidin-4-yl)-5-isopropoxy-6-(1H-pyrazol-4-yl)-[1,2,4]triazolo[1,5-a]pyrazin-2-amine C1(CC1)S(=O)(=O)N1C[C@H]([C@H](CC1)NC1=NN2C(C=NC(=C2OC(C)C)C=2C=NNC2)=N1)C